COC1=CC=C(CN2N=C3CC(C4=C(C3=C2)ON=C4C(=O)OCC)C)C=C1 ethyl 7-(4-methoxybenzyl)-4-methyl-5,7-dihydro-4H-isoxazolo[5,4-e]indazole-3-carboxylate